Diethyl 2,2'-((2Z,2'Z)-(hexane-1,6-diylbis(azaneylylidene))bis(4-benzyl-5-oxo-2,5-dihydrofuran-3-yl-2-ylidene))diacetate C(CCCCC\N=C\1/OC(C(=C1CC(=O)OCC)CC1=CC=CC=C1)=O)\N=C\1/OC(C(=C1CC(=O)OCC)CC1=CC=CC=C1)=O